C(C)(C)(C)OC(=O)N[C@H](C(=O)N[C@H](C(=O)O)CCCNC(=O)N)C(C)C (S)-2-((S)-2-((tert-butoxycarbonyl)amino)-3-methylbutanamido)-5-ureidopentanoic acid